C1(CC1)C(C1=CC(=NC=C1)NC([C@H](C1CCC(CC1)C)NC(OC(C)(C)C)=O)=O)NC(CCC(F)(F)F)=O Tert-butyl ((1S)-2-((4-(cyclopropyl(4,4,4-trifluorobutanamido)methyl)pyridin-2-yl)amino)-1-((1r,4S)-4-methylcyclohexyl)-2-oxoethyl)carbamate